C(C)(C)C1=C(C=CC=C1)N1C(N=C(C2=C1CNCC2)N2C[C@H](N(C[C@@H]2C)C(=O)OC(C)(C)C)C)=O tert-butyl (2r,5s)-4-(1-(2-isopropylphenyl)-2-oxo-1,2,5,6,7,8-hexahydropyrido[3,4-d]pyrimidin-4-yl)-2,5-dimethylpiperazine-1-carboxylate